tert-butyl 4-(4-(2-(2,6-dioxopiperidin-3-yl)-1-oxoisoindolin-5-yl)but-3-yn-1-yl)piperazine-1-carboxylate O=C1NC(CCC1N1C(C2=CC=C(C=C2C1)C#CCCN1CCN(CC1)C(=O)OC(C)(C)C)=O)=O